ClC=1C=C2C(=NC(N3C2=C(C1C1=C(C=C(C=C1)F)F)SCC3)=O)N3[C@H]1[C@@H](NCC3)CS(C1)(=O)=O 9-chloro-10-(2,4-difluorophenyl)-7-((4aR,7aS)-6,6-dioxidohexahydrothieno[3,4-b]pyrazin-1(2H)-yl)-2,3-dihydro-5H-[1,4]thiazino[2,3,4-ij]quinazolin-5-one